{4-[5-(propan-2-yl)-3-(trifluoromethyl)-1H-pyrazol-1-yl]phenyl}methylamine CC(C)C1=CC(=NN1C1=CC=C(C=C1)CN)C(F)(F)F